C1(=CC=CC=C1)CC(C)NC(OCC)=O Ethyl N-(1-phenylpropan-2-yl)carbamate